C(C1=CC=CC=C1)N1CCN(CC1)CC1=CC=C(C(=C1O)OC)OC 6-[(4-Benzylpiperazin-1-yl)methyl]-2,3-dimethoxyphenol